NC1=C(C=C(C=C1C(=O)NCCO)C1=CC=C(C=C1)Br)C1=CC=C(C=C1)S(N)(=O)=O 4'-amino-4-bromo-N-(2-hydroxyethyl)-4''-sulfamoyl-[1,1':3',1''-terphenyl]-5'-carboxamide